2-chloro-6-fluoro-3-(2-methoxyethoxy)benzaldehyde ClC1=C(C=O)C(=CC=C1OCCOC)F